2-(azetidin-1-yl)-N-[6-[[tert-butyl(dimethyl)silyl]oxymethyl]-4-methyl-6,7-dihydro-5H-cyclopenta[b]pyridin-2-yl]acetamide N1(CCC1)CC(=O)NC1=CC(=C2C(=N1)CC(C2)CO[Si](C)(C)C(C)(C)C)C